CC1=C(C(=CC=C1)C)C=1N=C2NS(C3=CC=CC(CN([C@@H](COC(C1)=N2)CC(C)C)C(CC2CCOCC2)=O)=C3)(=O)=O (11R)-6-(2,6-Dimethylphenyl)-11-(2-methylpropyl)-12-[2-(oxan-4-yl)acetyl]-9-oxa-2λ6-thia-3,5,12,19-tetraazatricyclo[12.3.1.14,8]nonadeca-1(17),4,6,8(19),14(18),15-hexaene-2,2-dione